(6-((1R,5S)-3,8-diazabicyclo[3.2.1]octan-3-yl)pyridin-3-yl)-6-ethoxy-1H-pyrazolo[3',4':3,4]pyrazolo[1,5-a]pyridine hydrochloride Cl.[C@H]12CN(C[C@H](CC1)N2)C2=CC=C(C=N2)N2N=CC=1C2=NN2C1C=CC(=C2)OCC